CC1=C(C=CC2=CC(=CC=C12)OC)OC 1-methyl-2,6-dimethoxynaphthalene